C1(CC1)CN[C@H]1CN(CCC1)C=1C=CC(=NC1)C1(COC1)C(=O)NC1=NC(=CN=C1)N1CCCC1 (R)-3-(5-(3-((cyclopropylmethyl)amino)piperidin-1-yl)pyridin-2-yl)-N-(6-(pyrrolidin-1-yl)pyrazin-2-yl)oxetane-3-carboxamide